F[C@H]1[C@H]2C(=C([C@@H](C[C@@H]1OC1=CC=C(N=N1)C1=C(C=C(C=C1)N1C=NC=C1)O)N2C)C)C 2-(6-(((1R,2S,3S,5R)-2-fluoro-6,7,8-trimethyl-8-azabicyclo[3.2.1]oct-6-en-3-yl)oxy)pyridazin-3-yl)-5-(1H-imidazol-1-yl)phenol